COCCN1N=C(C(=C1)C1=NC(=CC=C1C(C)=O)N1C=NC2=C1C=CC(=C2)NC=2N=NC(=CC2)C)C 1-[2-[1-(2-methoxyethyl)-3-methyl-pyrazol-4-yl]-6-[5-[(6-methylpyridazin-3-yl)amino]benzimidazol-1-yl]-3-pyridinyl]ethanone